(4Z)-11,11-dioctyloxy-4-undecenyltrimethylphosphonium iodide [I-].C(CCCCCCC)OC(CCCCC\C=C/CCC[P+](C)(C)C)OCCCCCCCC